1-(pyrazolo[1,5-a]pyridin-5-yl)ethan-1-ol N1=CC=C2N1C=CC(=C2)C(C)O